C(C)N1N=CC=C1C(=O)N1CCC2(C(C2)CNC(=O)C2=CC=3C(=CN=CC3)O2)CC1 N-[[6-(2-ethylpyrazole-3-carbonyl)-6-azaspiro[2.5]octan-2-yl]methyl]furo[2,3-c]pyridine-2-carboxamide